ClC1=C(C=2N=C(N=C(C2C=N1)N1C[C@@H](N(CC1)C(=O)OC(C)(C)C)CC#N)OC[C@@H]1N(CCC1)C)F tert-butyl (2S)-4-[7-chloro-8-fluoro-2-[[(2R)-1-methylpyrrolidin-2-yl]methoxy]pyrido[4,3-d]pyrimidin-4-yl]-2-(cyanomethyl)piperazine-1-carboxylate